1-(4-(7-chloro-4-(2,6-dimethylphenyl)-6-(2-fluoro-6-hydroxy-phenyl)-1-phthalazin-yl)-1-piperazinyl)-2-propen-1-one ClC1=C(C=C2C(=NN=C(C2=C1)N1CCN(CC1)C(C=C)=O)C1=C(C=CC=C1C)C)C1=C(C=CC=C1O)F